(cyclohexyl-(methyl)amino)pyrimidine-4-carboxylic acid methyl ester COC(=O)C1=NC(=NC=C1)N(C)C1CCCCC1